C(C)C=C(C)C 1-Ethyl-2-methylpropylen